N-(6-(5-chloro-7-(1-(ethylamino)-1-oxopropan-2-yl)-6-fluoro-1H-indazol-4-yl)imidazo[1,2-a]pyridin-2-yl)-2-fluorocyclopropane-1-carboxamide ClC=1C(=C2C=NNC2=C(C1F)C(C(=O)NCC)C)C=1C=CC=2N(C1)C=C(N2)NC(=O)C2C(C2)F